Cyclopropanecarboxylic Acid (2-Isopropyl-5-Methyl-Cyclohexyl)-Amide C(C)(C)C1C(CC(CC1)C)NC(=O)C1CC1